(4-benzyloxyphenyl)boronic acid C(C1=CC=CC=C1)OC1=CC=C(C=C1)B(O)O